BrC=1C(=NN(C1)C1CC2(CN(C2)C(=O)OC(C)(C)C)C1)C tert-Butyl 6-(4-bromo-3-methyl-pyrazol-1-yl)-2-azaspiro[3.3]heptane-2-carboxylate